ClC=1N=C2C(=NC1)NC=C2C2=NC(=C(C(=N2)N[C@@H]2[C@H](C1CCC2CC1)C(=O)OCOC(=O)OCC)F)C=1SC=CC1 (2S,3S)-((ethoxycarbonyl)oxy)methyl 3-((2-(2-chloro-5H-pyrrolo[2,3-b]pyrazin-7-yl)-5-fluoro-6-(thiophen-2-yl)pyrimidin-4-yl)amino)bicyclo[2.2.2]octane-2-carboxylate